5-(10-aminodecylamino)-2-(2,6-dioxo-3-piperidyl)isoindoline-1,3-dione NCCCCCCCCCCNC=1C=C2C(N(C(C2=CC1)=O)C1C(NC(CC1)=O)=O)=O